C1=NC=CC=2C(=CC=C(C12)S(=O)(=O)O)S(=O)(=O)O isoquinoline-5,8-disulfonic acid